NC1=CC=C(C=C1)[C@H]1CN(CCC1)C(=O)OC(C)(C)C (S)-tert-butyl 3-(4-aminophenyl)piperidine-1-carboxylate